N-(2-methoxyethyl)-N,1-dimethyl-5-(4-(5-(trifluoromethyl)-1,2,4-oxadiazol-3-yl)pyridin-2-yl)-1H-pyrrolo[2,3-c]pyridine-2-carboxamide COCCN(C(=O)C1=CC=2C(=CN=C(C2)C2=NC=CC(=C2)C2=NOC(=N2)C(F)(F)F)N1C)C